3-[(2-aminoethoxy)methyl]-2,5,9-trimethyl-7H-furo[3,2-G][1]benzopyran-7-one-hydrochloride Cl.NCCOCC1=C(OC2=C(C3=C(C(=CC(O3)=O)C)C=C21)C)C